O1C2=C(OCC1)C=C(C=C2)C(=O)NC=2C=CC(=C(C2)NC(=O)C=2C=C1C(=CC(=NC1=CC2)C)OCCN2CCCC2)C N-(5-(2,3-dihydrobenzo[b][1,4]dioxine-6-carboxamido)-2-methylphenyl)-2-methyl-4-(2-(Pyrrolidin-1-yl)ethoxy)quinoline-6-carboxamide